ClC=1C=C(C=CC1Cl)[C@@H]1N(OCC1)C1=CC(=NC=N1)NC=1C(=CC(=C(C1)NC(C=C)=O)N1CCN(CC1)CC)OC N-(5-((6-((R)-3-(3,4-dichlorophenyl)isoxazolidine-2-yl)pyrimidine-4-yl)amino)-2-(4-ethylpiperazine-1-yl)-4-methoxyphenyl)acrylamide